FC=1C(=NC(=NC1)NC1=NC=C(C=C1)CN1C2CN(CC1CC2)C)C2=CC1=C(N=C3N1[C@@H](CC3)CF)C(=C2)F 5-fluoro-4-((S)-5-fluoro-1-(fluoromethyl)-2,3-dihydro-1H-benzo[d]pyrrolo[1,2-a]imidazol-7-yl)-N-(5-((3-methyl-3,8-diazabicyclo[3.2.1]octan-8-yl)methyl)pyridin-2-yl)pyrimidin-2-amine